C(#N)C1=CC(=C(C(=C1)F)NC=1N(C2=NC(=NC=C2N1)NC1CCOCC1)C1CCC(CC1)(C(=O)N)C)F (1s,4s)-4-(8-(4-cyano-2,6-difluorophenylamino)-2-(tetrahydro-2H-pyran-4-ylamino)-9H-purin-9-yl)-1-methylcyclohexanecarboxamide